ClC=1C=NC(=C(C(=O)NC2CCC(CC2)CN2C(N(C3=NC=CC=C32)C=3C=C2CCCC2=CC3)=O)C1)C 5-chloro-N-((1r,4r)-4-((3-(2,3-dihydro-1H-inden-5-yl)-2-oxo-2,3-dihydro-1H-imidazo[4,5-b]pyridin-1-yl)methyl)cyclohexyl)-2-methylnicotinamide